2-[[(2S,3R)-3-amino-2-hydroxy-4-phenyl-butanoyl]amino]-3-phenyl-butanoic acid N[C@@H]([C@@H](C(=O)NC(C(=O)O)C(C)C1=CC=CC=C1)O)CC1=CC=CC=C1